N1CC(CC1)CS(=O)(=O)N pyrrolidin-3-ylmethanesulfonamide